methyl-2-((3-((1E)-2-(2-pyridinyl)vinyl)-1H-indazol-6-yl)thio)benzamide CC=1C(=C(C(=O)N)C=CC1)SC1=CC=C2C(=NNC2=C1)\C=C\C1=NC=CC=C1